1-(2,6-Difluorophenyl)-3-methyl-1H-pyrazol-5-amine FC1=C(C(=CC=C1)F)N1N=C(C=C1N)C